ClC1=C(C=CC(=C1)NC(C(CC1=CC=CC=C1)NC(C1=CC=C(C=C1)F)=O)=O)S(=O)(=O)Cl 2-chloro-4-(2-(4-fluorobenzamido)-3-phenylpropionamido)benzene-1-sulfonyl chloride